C(C)(C)[C@H]1[C@@H](C2C=CC1C2)CC(=O)N |r| [rac-(2R,3R)-3-isopropyl-2-bicyclo[2.2.1]hept-5-enyl]acetamide